Cl.OCCN1CCN(CC1)CCS(=O)(=O)O 4-hydroxyethyl-piperazineethanesulfonic acid-HCl